CC(CNC(OC(C)(C)C)=O)(C)C1=CC(=CC=C1)C(N[C@H](C(NC=1SC=C(N1)C1=CC(=CC=C1)C1=CC=NC=C1)=O)CCSC)=O (S)-tert-butyl (2-methyl-2-(3-((4-(methylthio)-1-oxo-1-((4-(3-(pyridin-4-yl)phenyl)thiazol-2-yl)amino)butan-2-yl)carbamoyl)phenyl)propyl)carbamate